N1(N=CC=C1)C[C@H](N)C(=O)O 3-(1-pyrazolyl)-L-alanine